BrC1=CC=2N(C3=CC(=CC=C3C2C=C1)Br)CCCCCC 2,7-dibromo-9-hexyl-carbazole